(S)-4-(2-(4-(2-acetyl-5-chlorophenyl)-3-(allyloxy)-6-oxopyridazin-1(6H)-yl)-3-phenylpropionamido)benzoic acid tert-butyl ester C(C)(C)(C)OC(C1=CC=C(C=C1)NC([C@H](CC1=CC=CC=C1)N1N=C(C(=CC1=O)C1=C(C=CC(=C1)Cl)C(C)=O)OCC=C)=O)=O